C1(CC1)C1=C(C=C(C(=C1)CN1CCN(CC1)S(=O)(=O)CC1=CC=C(C=C1)P(O)(O)=O)OCC)C1=CC=C(C=C1)F (4-(((4-((2-cyclopropyl-5-ethoxy-4'-fluoro-[1,1'-biphenyl]-4-yl)methyl)piperazin-1-yl)sulfonyl)methyl)phenyl)phosphonic acid